C1(CC1)C(C)(C)NC(C=CC1=NN2C(N(C(C(=C2O)C(=O)N)=O)CC(C)C)=C1)=O 3-((2-cyclopropylpropan-2-yl)amino)-3-oxoprop-1-en-1-yl-7-hydroxy-4-isobutyl-5-oxo-4,5-dihydropyrazolo[1,5-a]pyrimidine-6-carboxamide